NC1=NN=C(S1)C1=CC=C(C=C1)NC1=NC=CC=C1C1=CC=C(C=C1)F N-[4-(5-amino-1,3,4-thiadiazol-2-yl)phenyl]-3-(4-fluorophenyl)pyridin-2-amine